(R)-2-(6-chloro-1-(2-methylazetidin-1-yl)-2,7-naphthyridin-4-yl)acrylic acid methyl ester COC(C(=C)C1=CN=C(C2=CN=C(C=C12)Cl)N1[C@@H](CC1)C)=O